N-[(2S,3R)-2-[(2',3'-difluoro[1,1'-biphenyl]-3-yl)methyl]-4,4-difluoro-1-(2-hydroxy-2-methylpropanoyl)pyrrolidin-3-yl]ethanesulfonamide FC1=C(C=CC=C1F)C1=CC(=CC=C1)C[C@@H]1N(CC([C@@H]1NS(=O)(=O)CC)(F)F)C(C(C)(C)O)=O